3-((3-((4-((4,4-difluoropiperidin-1-yl)methyl)-3-fluorobenzyl)amino)phenyl)amino)piperidine-2,6-dione FC1(CCN(CC1)CC1=C(C=C(CNC=2C=C(C=CC2)NC2C(NC(CC2)=O)=O)C=C1)F)F